C(=O)O.C1(CC1)C=1C=C(C(=C(C1)O)C1=C2C(=C(N=N1)N[C@H]1CN(CCC1)CCO)C=NC=C2)F 5-Cyclopropyl-3-fluoro-2-[4-[[(3R)-1-(2-hydroxyethyl)-3-piperidyl]amino]-pyrido[3,4-d]pyridazin-1-yl]phenol formic acid salt